(3-{3-[(S)-[(3R)-1-(tert-butoxycarbonyl)-4-[(4-methoxyphenyl)methyl]-2H,3H-pyrido[2,3-b]pyrazin-3-yl](phenyl)methoxy]prop-1-en-2-yl}phenyl)acetic acid C(C)(C)(C)OC(=O)N1C2=C(N([C@H](C1)[C@@H](OCC(=C)C=1C=C(C=CC1)CC(=O)O)C1=CC=CC=C1)CC1=CC=C(C=C1)OC)N=CC=C2